ClC1=C2C(=C(N=N1)Cl)N([C-]=C2)C 4,7-dichloro-1-methyl-1H-pyrrolo[2,3-d]pyridazineid